COC1=CC=C(CN2C=NC3=C2C2=C(N=C(S2)NC(=O)C2CC2)C=C3C=3C=NC(=CC3C)C(CC)=O)C=C1 N-(8-(4-methoxybenzyl)-5-(4-methyl-6-propionylpyridin-3-yl)-8H-imidazo[4',5':3,4]benzo[1,2-d]thiazol-2-yl)cyclopropanecarboxamide